C(C=C)N1N(C2=NC(=CC=C2C1=O)NC1=NC=C(C(=N1)N[C@H](CO)C1=CC=CC=C1)C1=NC(=NO1)C12CCN(CC1)CC2)C (S)-2-allyl-6-((4-((2-hydroxy-1-phenylethyl)amino)-5-(3-(quinuclidin-4-yl)-1,2,4-oxadiazol-5-yl)pyrimidin-2-yl)amino)-1-methyl-1,2-dihydro-3H-pyrazolo[3,4-b]pyridin-3-one